FC1=C(C=C(C(=C1C)OCOC)C)C=1C(CCNN1)C 6-[2-fluoro-4-(methoxymethyloxy)-3,5-dimethylphenyl]-5-methyl-4,5-dihydro-2H-pyridazine